O1[C@@H](CC1)CN1C=NC2=C1C=C(C=C2)C(=O)O {(2S)-oxetan-2-ylmethyl}-1H-1,3-benzodiazole-6-carboxylic acid